O=C1N(C(=CC=C1)C(F)(F)F)C1C2=CC=CC=C2OC=2C=CC=CC12 2-oxo-6-(trifluoromethyl)-N-(9H-xanthen-9-yl)-1,2-dihydropyridine